ClC1=CC=C(C=C1)SC[C@@H](CCN(C)C)NC1=C(C=C(C=C1F)S(=O)(=O)NC(=O)C1(CCCCC1)OC)C#N (R)-N-((4-((1-((4-chlorophenyl)thio)-4-(dimethylamino)butan-2-yl)amino)-3-cyano-5-fluorophenyl)sulfonyl)-1-methoxycyclohexane-1-carboxamide